3-(N-(4-chloro-5-cyano-2-((3-methoxycyclopentyl)oxy)phenyl)sulfamoyl)-4-cyclopropylbenzoic acid ClC1=CC(=C(C=C1C#N)NS(=O)(=O)C=1C=C(C(=O)O)C=CC1C1CC1)OC1CC(CC1)OC